methyl 4-(3-methylbenzoyl)-1H-pyrrole-2-carboxylate CC=1C=C(C(=O)C=2C=C(NC2)C(=O)OC)C=CC1